(3r,4s)-3-methyl-piperidin-4-ylamine hydrochloride Cl.C[C@@H]1CNCC[C@@H]1N